FC(C(=O)O)(F)F.CNS(=O)(=O)C[C@@H]1[C@H](NC1)C n-methyl-((2R,3S)-2-methylazetidin-3-yl)methanesulfonamide trifluoroacetate salt